3-Phenylpropylethane C1(=CC=CC=C1)CCCCC